C1(CC1)C=1C=C(C=NC1C(F)(F)F)C1=CC(=C2C(=N1)N=C(N2)C=2N=CC(=NC2)N2CCCCC2)N(C)CC2(CCCCC2)COC 1-(5-{5-[5-Cyclopropyl-6-(trifluoromethyl)pyridin-3-yl]-7-[{[1-(methoxymethyl)cyclohexyl]methyl}(methyl)amino]-1H-imidazo[4,5-b]pyridin-2-yl}pyrazin-2-yl)piperidin